C(C)C(CCCO)(CC)O (4,4-diethyl)tetramethylene glycol